BrC1=C(N=C2N(C1=O)C=CC=C2C2=CC(=C(C=C2)C(=O)N2CCC=1C2=NC=CC1)F)C(F)(F)F 3-bromo-9-(4-(2,3-dihydro-1H-pyrrolo[2,3-b]pyridin-1-ylcarbonyl)-3-fluorophenyl)-2-(trifluoromethyl)-4H-pyrido[1,2-a]pyrimidin-4-one